C(C)(C)(C)OC(=O)N1[C@@H](CCC1)C(NCC1=CC=C(C=C1)OCC1=CC(=CC=C1)F)=O (S)-tert-butyl-2-((4-((3-fluorobenzyl)oxy)benzyl)carbamoyl)pyrrolidine-1-carboxylate